CN(C=1C=CC2=C(C1)[Si]1(CCCCC1)C1=C(C23OC(C2=CC=C(C=C23)C(=O)NCCN2C(C=CC2=O)=O)=O)C=CC(=C1)N(C)C)C 3',7'-bis(dimethylamino)-N-(2-(2,5-dioxo-2,5-dihydro-1H-pyrrol-1-yl)ethyl)-3-oxo-3H-dispiro[isobenzofuran-1,10'-dibenzo[b,e]siline-5',1''-silinane]-6-carboxamide